NC1=NC(=NN1C1=NC(=NC2=CC(=C(C=C12)OC)O)Cl)NC1=CC=C(C=C1)N1CCN(CC1)C1C2CCC(C1)C2 4-(5-amino-3-(4-(4-(bicyclo[2.2.1]hept-2-yl)piperazin-1-yl)phenylamino)-1H-1,2,4-triazol-1-yl)-2-chloro-6-methoxyquinazolin-7-ol